(R)-(5-(4-fluoropiperidin-1-yl)-1,3,4-oxadiazol-2-yl)(4-(4-fluoropyrazolo[1,5-a]pyridin-2-yl)-6,7-dihydro-1H-imidazo[4,5-c]pyridin-5(4H)-yl)methanone FC1CCN(CC1)C1=NN=C(O1)C(=O)N1[C@H](C2=C(CC1)NC=N2)C2=NN1C(C(=CC=C1)F)=C2